3-(2-{4-[(4-methanesulfonylphenoxy)methyl]-2-methylpyrrolidin-1-yl}ethyl)benzonitrile CS(=O)(=O)C1=CC=C(OCC2CC(N(C2)CCC=2C=C(C#N)C=CC2)C)C=C1